1,3-bis(propargyloxy)-2-propanol difluorophosphate P(=O)(F)(F)OC(COCC#C)COCC#C